ethyl 2-(4-oxo-5-((2-(trimethylsilyl)ethoxy)methyl)-4,5-dihydro-1H-pyrrolo[2,3-d]pyridazin-1-yl)acetate O=C1C2=C(C=NN1COCC[Si](C)(C)C)N(C=C2)CC(=O)OCC